C(C)(C)(C)OC(=O)N1C[C@H](NCC1)CNCC(C(=O)OC)(C)C (R)-3-(((3-methoxy-2,2-dimethyl-3-oxopropyl)amino)methyl)piperazine-1-carboxylic acid tert-butyl ester